C(C)[C@H]1C(COC1)=O |r| racemic-4-ethyldihydrofuran-3(2H)-one